C[C@@H]1CN(C[C@H](N1)C)C=1C=CC(=C2N=C(SC21)OC)C(=O)NC2=CC1=CN(N=C1C(=C2)F)C 7-[(3R,5R)-3,5-dimethylpiperazin-1-yl]-N-(7-fluoro-2-methyl-indazol-5-yl)-2-methoxy-1,3-benzothiazole-4-carboxamide